BrC=1C=C2CCCC(C2=CC1OC)=NO 6-bromo-7-methoxy-3,4-dihydronaphthalene-1(2H)-one oxime